FC1=CC=C2C(=C(NC2=C1)C)CC(=O)O 2-(6-fluoro-2-methyl-1H-indol-3-yl)acetic Acid